C(#N)C1=C(C=C(C=C1F)CCC(=O)O)F 3-(4-cyano-3,5-difluorophenyl)propionic acid